C1(CC1)CN1C[C@@H]([C@@H](CN(C(C=2C=CC(=CC2OC[C@@H]1C)NC(C1=C(C=CC=C1)F)=O)=O)C)OC)C N-[(5S,6S,9S)-8-(cyclopropylmethyl)-5-methoxy-3,6,9-trimethyl-2-oxo-11-oxa-3,8-diazabicyclo[10.4.0]hexadeca-1(12),13,15-trien-14-yl]-2-fluorobenzamide